BrC1=CC=2C=3N(C(=NC2C(=C1)I)Cl)N=C(N3)C=3N=CSC3 4-(9-bromo-5-chloro-7-iodo-[1,2,4]triazolo[1,5-c]quinazolin-2-yl)thiazole